Tert-butyl ((1s,4s)-4-((3-methoxy-4-methylphenyl)carbamoyl)cyclohexyl)carbamate COC=1C=C(C=CC1C)NC(=O)C1CCC(CC1)NC(OC(C)(C)C)=O